5-((3-bromo-5-carboxyphenyl)ethynyl)isophthalic acid BrC=1C=C(C=C(C1)C(=O)O)C#CC=1C=C(C=C(C(=O)O)C1)C(=O)O